5-methoxy-2-(((4-methoxy-3,5-dimethylpyridin-2-yl)methyl)sulfinyl)-1H-benzo[d]imidazole COC1=CC2=C(NC(=N2)S(=O)CC2=NC=C(C(=C2C)OC)C)C=C1